FC1=C(C=CC=C1)NC(=O)C1=NN(C(=C1)NC(C[C@H](C(=O)N[C@H]1C2=C(CN3N(C1=O)CCC3)C=CC=C2)C)=O)C (R)-N4-(3-((2-fluorophenyl)carbamoyl)-1-methyl-1H-pyrazol-5-yl)-2-methyl-N1-((S)-11-oxo-2,3,10,11-tetrahydro-1H,5H-benzo[d]pyrazolo[1,2-a][1,2]diazepin-10-yl)succinamide